tert-butyl (2R)-2-[(2-bromo-4-nitro-phenoxy)methyl]piperidine-1-carboxylate BrC1=C(OC[C@@H]2N(CCCC2)C(=O)OC(C)(C)C)C=CC(=C1)[N+](=O)[O-]